5-hydroxy-1,3-dimethyl-6-(2-methylbenzyl)pyrido[2,3-d]pyrimidine-2,4,7(1h,3h,8h)-trione OC1=C(C(NC=2N(C(N(C(C21)=O)C)=O)C)=O)CC2=C(C=CC=C2)C